[NH4+].C(CCCCC(C)C)S(=O)(=O)[O-] isooctylsulfonic acid ammonium salt